C1(CC1)C(=O)[O-] cyclopropane-formate